C=CCC C1-butene